FC=1C=CC(=C(C1)[C@@H](C)OC=1C(=NC=C(C1)B1OC(C(O1)(C)C)(C)C)N)N1N=CC=N1 (R)-3-(1-(5-fluoro-2-(2H-1,2,3-triazol-2-yl)phenyl)ethoxy)-5-(4,4,5,5-tetramethyl-1,3,2-dioxaborolan-2-yl)pyridin-2-amine